1,6-bis(n-butyl) hexanedioate (di-n-butyl adipate) C(CCC)C(C(=O)O)(CCCC(=O)O)CCCC.C(CCCCC(=O)OCCCC)(=O)OCCCC